CC1=C(C(=O)O)C=CC=C1N1CC(C1)OC1=CC=C(C=C1)CC(NC=1C=NC=CC1)=O methyl-3-(3-(4-(2-oxo-2-(pyridin-3-ylamino)ethyl)phenoxy)azetidin-1-yl)benzoic acid